FC12C3(C4(C5(C3C1(C5(C24)F)F)F)F)F 1,2,3,4,6,7-hexafluorocubane